BrC1=CC2=C(N=C(N=C2OC)C)NC1=O 6-bromo-4-methoxy-2-methyl-7H,8H-pyrido[2,3-d]pyrimidin-7-one